ClC1=C2C(=NC=C1OC1=CC(=NC=C1)NC(C)=O)N=C(N2C)NC2=CC(=CC(=C2)C(F)(F)F)OC[C@@H]2N(CCC2)C (R)-N-(4-((7-chloro-1-methyl-2-((3-((1-methylpyrrolidin-2-yl)methoxy)-5-(trifluoromethyl)phenyl)amino)-1H-imidazo[4,5-b]pyridin-6-yl)oxy)pyridin-2-yl)acetamide